5-butylsulfonyl-2-(2-hydroxy-3,5-di-t-butyl-phenyl)-2H-benzotriazole C(CCC)S(=O)(=O)C1=CC=2C(=NN(N2)C2=C(C(=CC(=C2)C(C)(C)C)C(C)(C)C)O)C=C1